butoxycarbonylamino-piperidin C(CCC)OC(=O)NN1CCCCC1